ethyl 3-[1-(4-bromobutyl)-4-methyl-1H-benzotriazol-5-yl]-3-{3-[(6-hydroxy-2,2-dioxo-2H-1,2λ6,3-benzoxathiazin-3(4H)-yl)methyl]-5-methoxyphenyl}propanoate BrCCCCN1N=NC2=C1C=CC(=C2C)C(CC(=O)OCC)C2=CC(=CC(=C2)OC)CN2S(OC1=C(C2)C=C(C=C1)O)(=O)=O